3',4-Di(t-Butoxycarbonyl)-2'-deoxy-2',2'-difluorocytidine C(C)(C)(C)OC(=O)[C@@]1(C([C@@H](O[C@@H]1CO)N1C(=O)NC(N)(C=C1)C(=O)OC(C)(C)C)(F)F)O